triallyl-trimesate C(C=C)C1=C(C(=C(C(=C1C(=O)[O-])CC=C)C(=O)[O-])CC=C)C(=O)[O-]